2-(4-(difluoromethoxy)-phenyl)-4-methyloxazole-5-carboxylic acid FC(OC1=CC=C(C=C1)C=1OC(=C(N1)C)C(=O)O)F